2,4-dihydroxyphenyl-dimethyl-sulfonium trifluoromethanesulfonate FC(S(=O)(=O)[O-])(F)F.OC1=C(C=CC(=C1)O)[S+](C)C